BrC=1C=C(C=CC1F)CC(CC(=O)O)=O 4-(3-bromo-4-fluorophenyl)-3-oxobutanoic acid